N-[2-[(2,3-dihydroxypropyl)(3-decyloxypropyl)amino]ethyl]oleamide titanium [Ti].OC(CN(CCNC(CCCCCCC\C=C/CCCCCCCC)=O)CCCOCCCCCCCCCC)CO